2-amino-6-methylbenzoic acid NC1=C(C(=O)O)C(=CC=C1)C